OC=1C=C(C=CC1)OB(O)O 3-hydroxyphenyl-boric acid